ClC1=C(CNC(=O)C2CCN(CC2)CCC2=CC=CC=C2)C=CC(=C1)Cl N-(2,4-dichlorobenzyl)-1-phenethylpiperidine-4-carboxamide